6-[4-(difluoromethyl)phenyl]N-[(cis)-4-hydroxytetrahydrofuran-3-yl]-2-(1-methyl-1H-pyrazol-4-yl)-3-oxo-2,3-dihydropyridazine-4-carboxamide FC(C1=CC=C(C=C1)C=1C=C(C(N(N1)C=1C=NN(C1)C)=O)C(=O)N[C@@H]1COC[C@@H]1O)F